(E)-4-(benzo[d]thiazole-2-yl)-2-((2-(pyridine-2-yl)hydrazino)methyl)phenol S1C(=NC2=C1C=CC=C2)C2=CC(=C(C=C2)O)CNNC2=NC=CC=C2